4-{4-amino-5-[2-fluoro-3-(4-methoxy-3-methyl-benzenesulfonylamino)-phenyl]-pyrrolo[2,3-d]pyrimidin-7-yl}-piperidine-1-carboxylic acid tert-butyl ester C(C)(C)(C)OC(=O)N1CCC(CC1)N1C=C(C2=C1N=CN=C2N)C2=C(C(=CC=C2)NS(=O)(=O)C2=CC(=C(C=C2)OC)C)F